C(C)P(C)(CC)(CC)O triethyl-methyl-phosphorus hydroxide